1-(2-(Piperidin-4-yl)-1H-indol-6-yl)dihydropyrimidine-2,4(1H,3H)-dione N1CCC(CC1)C=1NC2=CC(=CC=C2C1)N1C(NC(CC1)=O)=O